C(C)(C)(C)OC(=O)N1C(=CC(=C1)O)C(=O)O 1-tert-butoxycarbonyl-4-hydroxypyrrole-2-carboxylic acid